undecyl 6-((3-hydroxypropyl)amino)hexanoate OCCCNCCCCCC(=O)OCCCCCCCCCCC